tert-butyl (6-chloro-3-isopropylimidazo[1,2-b]pyridazin-8-yl)(2,6-difluorobenzyl)carbamate ClC=1C=C(C=2N(N1)C(=CN2)C(C)C)N(C(OC(C)(C)C)=O)CC2=C(C=CC=C2F)F